tert-Butyl (1-acetylpiperidin-4-yl)((2'-(3-amino-2-chlorophenyl)-3'-chloro-6-methoxy-[2,4'-bipyridin]-5-yl)methyl)carbamate C(C)(=O)N1CCC(CC1)N(C(OC(C)(C)C)=O)CC=1C=CC(=NC1OC)C1=C(C(=NC=C1)C1=C(C(=CC=C1)N)Cl)Cl